COC(=O)C=1N(C(C(C1C(=O)OC)(C)C)=O)C1=CC=C(C=C1)C(=O)OCC 1-(4-(ethoxycarbonyl)phenyl)-4,4-dimethyl-5-oxo-4,5-dihydro-1H-pyrrole-2,3-dicarboxylic acid dimethyl ester